methyl 6-chloro-2-oxo-1-((2-(trimethylsilyl) ethoxy) methyl)-2,3-dihydro-1H-pyrrolo[2,3-b]pyridine-4-carboxylate ClC=1C=C(C2=C(N1)N(C(C2)=O)COCC[Si](C)(C)C)C(=O)OC